cholanoic acid C(CC[C@@H](C)[C@H]1CC[C@H]2[C@@H]3CCC4CCCC[C@]4(C)[C@H]3CC[C@]12C)(=O)O